2,3,4-trihydroxy-5-oxovalerate OC(C(=O)[O-])C(C(C=O)O)O